CCC(CCC)C1CC(CC(C1)(C#N)C)(C)C 5-(3-hexyl)-1,3,3-trimethylcyclohexanecarbonitrile